C1(=CC=CC=C1)[Si](C(C)(C)C)C1=CC=CC=C1 diphenyl-tertiary butyl-silicon